C(C1=CC=CC=C1)OC1=C2C=C(N(C2=CC=C1)C1=CC(=C(C=C1)F)F)C(COC)(C)C 4-benzyloxy-1-(3,4-difluorophenyl)-2-(2-methoxy-1,1-dimethyl-ethyl)indole